(R)-(-)-1,2,3,4-tetrahydro-1-naphthylamine C1C[C@H](C2=CC=CC=C2C1)N